COC(COCCOCCOCCO)O monomethoxytetraethylene glycol